2-methyl-N-(2-methyl-4-(N-(1-(piperidin-4-yl)propyl)sulfamoyl)phenyl)benzamide CC1=C(C(=O)NC2=C(C=C(C=C2)S(NC(CC)C2CCNCC2)(=O)=O)C)C=CC=C1